trifluoromethanesulfonate copper(I) [Cu+].FC(S(=O)(=O)[O-])(F)F